1,1-di(tertbutylperoxy)-3,5,5-trimethylcyclohexane C(C)(C)(C)OOC1(CC(CC(C1)(C)C)C)OOC(C)(C)C